3-fluoropyridine-2-carboxylic acid lithium salt [Li+].FC=1C(=NC=CC1)C(=O)[O-]